3,5-dichloro-N-ethylaniline ClC=1C=C(NCC)C=C(C1)Cl